8-chloro-7-fluoro-3-(methoxymethoxy)naphthalen-1-ol ClC=1C(=CC=C2C=C(C=C(C12)O)OCOC)F